CC=1N=CNC1 4-METHYLIMIDAZOLE